C(C)(=O)O.C(C)(=O)O.BrC1=C(C=CC=C1)I o-bromoiodobenzene diacetate